C(C)(C)(C)OC(=O)N1C(C2=CC=C(C=C2CC1)S(=O)(=O)C)(C(=O)OCC)CC 1-Ethyl-6-(methylsulfonyl)-3,4-dihydroisoquinoline-1,2(1H)-dicarboxylic acid 1-ethyl ester 2-t-butyl ester